C(C)C1=C(C(=C2C(=N1)CC=1C=CC=CC12)C1=CC2=CC=CC=C2C=C1)CC 2,3-diethyl-4-naphthalen-2-yl-9H-indeno[2,1-b]pyridine